NC1=C(C=C(N=N1)C1=CC=C(O[C@H]2C(N(CC2)CC2COC2)=O)C=C1)C1=C(C=C(C=C1)N)F (R)-3-(4-(6-amino-5-(4-amino-2-fluorophenyl)pyridazin-3-yl)phenoxy)-1-(oxetan-3-ylmethyl)pyrrolidin-2-one